C(C)(C)(C)OC(=O)N1CC2CN(CC2C1)C1=NC(=C(C=C1)[N+](=O)[O-])NC1=CC=NC=C1.C(=O)(OCC1C2=CC=CC=C2C2=CC=CC=C12)C1N(CCC(C1)N)CC(=O)O Fmoc-4-amino-(1-carboxymethyl)piperidine tert-butyl-5-{5-nitro-6-[(pyridin-4-yl)amino]pyridin-2-yl}-octahydropyrrolo[3,4-c]pyrrole-2-carboxylate